distyrylphenyl ether sulphate S(=O)(=O)(O)O.C(=CC1=CC=CC=C1)C=1C(=C(C=CC1)OC1=C(C(=CC=C1)C=CC1=CC=CC=C1)C=CC1=CC=CC=C1)C=CC1=CC=CC=C1